S1C=NC2=C1C=C(C=C2)CN[C@H](C(=O)O)CCC(C)(C)C (2S)-2-{[(1,3-benzothiazol-6-yl)methyl]amino}-5,5-dimethylhexanoic acid